(S)-2-(1-amino-6-methoxy-1,3-dihydro-spiro[indene-2,4'-piperidin]-1'-yl)-5-(1-phenylvinyl)-3,7-dihydro-4H-pyrrolo[2,3-d]pyrimidin-4-one N[C@@H]1C2=CC(=CC=C2CC12CCN(CC2)C=2NC(C1=C(N2)NC=C1C(=C)C1=CC=CC=C1)=O)OC